(6-bromohexyl)triphenylphosphonium oxo-2,3-dihydro-1H-inden-5-yl-acetate O=C(C(=O)[O-])C=1C=C2CCCC2=CC1.BrCCCCCC[P+](C1=CC=CC=C1)(C1=CC=CC=C1)C1=CC=CC=C1